tri(2-naphthyl)amine C1=C(C=CC2=CC=CC=C12)N(C1=CC2=CC=CC=C2C=C1)C1=CC2=CC=CC=C2C=C1